(E)-4-oxo-2-Octenal O=C(/C=C/C=O)CCCC